(4-cyclopropoxy-3-nitrophenyl)-4-(2-fluoroethyl)piperazine C1(CC1)OC1=C(C=C(C=C1)N1CCN(CC1)CCF)[N+](=O)[O-]